2,2,2-trifluoro-1-(2-(4-(((R)-1-methoxypropan-2-yl)oxy)benzyl)pyrrolidin-1-yl)ethan-1-one FC(C(=O)N1C(CCC1)CC1=CC=C(C=C1)O[C@@H](COC)C)(F)F